C(C)(C)(C)OC(=O)N1CCC2(CC1)[C@@H](C=1C(=NC=C(C1)CO)C2)N[S@](=O)C(C)(C)C.N2(CCCCCC2)C[Si](OCC)(OCC)OCC (1-hexamethyleneimino)methyl-(triethoxy)silane tert-butyl-(5S)-5-[[(R)-tert-butylsulfinyl]amino]-3-(hydroxymethyl)spiro[5,7-dihydrocyclopenta[b]pyridine-6,4'-piperidine]-1'-carboxylate